2-(1-((tert-butyldimethylsilyl)oxy)ethyl)-3-fluoropyridine [Si](C)(C)(C(C)(C)C)OC(C)C1=NC=CC=C1F